N(C1=CC=CC=C1)C=1C(=C(C=CC1)[C@@]1(CC(N(C(N1)=N)C1CCOCC1)=O)C)Cl (6S)-6-(3-Anilino-2-chlorophenyl)-2-imino-6-methyl-3-(tetrahydropyran-4-yl)-hexahydropyrimidin-4-one